tert-butyl N-[3-methyl-5-[[2-[(2R,5R)-5-methyl-2-(5-methyl-2-pyridyl)-1-piperidyl]-2-oxo-acetyl]amino]-2-pyridyl]carbamate CC=1C(=NC=C(C1)NC(C(=O)N1[C@H](CC[C@H](C1)C)C1=NC=C(C=C1)C)=O)NC(OC(C)(C)C)=O